(3-(3-hydroxypropyl)bicyclo[1.1.1]pent-1-yl)carbamic acid tert-butyl ester C(C)(C)(C)OC(NC12CC(C1)(C2)CCCO)=O